pyrazolo[1,5-a]pyrazin-4-amine N1=CC=C2N1C=CN=C2N